B(O)(O)O.ClC=1C=C(C=CC1)C(CO)N1C(C2=CC=C(C=C2C1)C[C@@](O)(C)C(C)(C)O)=O (S)-(2-(1-(3-chlorophenyl)-2-hydroxyethyl)-1-oxoisoindolin-5-yl)pinacol borate